C(CCC)OC(=O)CC(=O)NC=1C=C2C(=CNC2=CC1)C=1CCN(CC1)C(C)CC 5-(butoxycarbonylacetyl)amino-3-(1-(sec-butyl)-1,2,3,6-tetrahydropyridin-4-yl)-1H-indole